(2,2-difluorocyclopropyl)(1H-1,2,4-triazol-5-yl)methanone FC1(C(C1)C(=O)C1=NC=NN1)F